N-[2-(4-fluorophenoxy)-1-methyl-ethylidene]-2-methyl-propane-2-sulfinamide FC1=CC=C(OCC(C)=NS(=O)C(C)(C)C)C=C1